BrC=1C=C2C(=NC1)C(NC2=O)=O 3-bromo-5H-pyrrolo[3,4-b]pyridine-5,7(6H)-dione